4-((6-formyl-7-((3-(N-methylmethylsulfonamido)pyrazin-2-yl)methyl)-7H-pyrrolo[2,3-d]pyrimidin-2-yl)amino)-N-methylbenzamide C(=O)C1=CC2=C(N=C(N=C2)NC2=CC=C(C(=O)NC)C=C2)N1CC1=NC=CN=C1N(S(=O)(=O)C)C